COC1=C(C=CC(=C1OC)OC)C=CC(=O)C=1C=CC2=C(CC(O2)(C)C)C1 3-(2,3,4-trimethoxyphenyl)-1-(2,2-dimethyl-2,3-dihydrobenzofuran-5-yl)-2-propen-1-one